CC1=C(OC2(CNCC2)O)C=CC=C1B1OC(C(O1)(C)C)(C)C 3-(2-methyl-3-(4,4,5,5-tetramethyl-1,3,2-dioxaborolan-2-yl)phenoxy)pyrrolidin-3-ol